CN(CC(=O)N(C)[C@@H]1[C@H](CC[C@@H](C1)C1=CC(=CC=C1)C(F)(F)F)NC(OC(C)(C)C)=O)C tert-butyl ((1S,2S,4S)-2-(2-(dimethylamino)-N-methylacetamido)-4-(3-(trifluoromethyl)phenyl)cyclohexyl)carbamate